C(C)C(C(=O)O)C(=C)C ethyl-3-methyl-3-butenoic acid